C(CC)N(C1CCN(CC1)S(=O)(=O)C1=CC=C(C=C1)NC(NCC=1C=NC=CC1)=O)CCC 3-{4-[4-(dipropylamino)piperidine-1-sulfonyl]phenyl}-1-(pyridin-3-ylmethyl)urea